N-((7-chloro-8-fluoroimidazo[1,5-a]pyridin-1-yl)methyl)-1-((6-cyclopropylbenzofuran-2-yl)methyl)-1H-1,2,3-triazole-4-carboxamide ClC1=C(C=2N(C=C1)C=NC2CNC(=O)C=2N=NN(C2)CC=2OC1=C(C2)C=CC(=C1)C1CC1)F